(1R,2S,3R,5R)-3-(4-chloro-5-ethyl-7H-pyrrolo[2,3-d]pyrimidin-7-yl)-5-(((3-(phenethylamino)propyl)amino)methyl)cyclopentane-1,2-diol ClC=1C2=C(N=CN1)N(C=C2CC)[C@H]2[C@@H]([C@@H]([C@H](C2)CNCCCNCCC2=CC=CC=C2)O)O